1-(4-nitrophenyl)-piperidine [N+](=O)([O-])C1=CC=C(C=C1)N1CCCCC1